4-fluoro-1-methyl-8-(pyridin-3-yl)-2-(trifluoromethyl)chromeno[7,8-d]imidazol-6(1H)-one FC1=CC=2C(C=C(OC2C2=C1N=C(N2C)C(F)(F)F)C=2C=NC=CC2)=O